Methyl 1-hydroxycyclopropane-1-carboxylate OC1(CC1)C(=O)OC